5-(4-(3-(8-fluoro-1-oxo-1,2-dihydroisoquinolin-3-yl)propyl)piperazin-1-yl)pyridinecarbonitrile FC=1C=CC=C2C=C(NC(C12)=O)CCCN1CCN(CC1)C=1C=CC(=NC1)C#N